ClC=1C=C(C=CC1Cl)CC(=O)N(C1COC1)C[C@H](C=1C=NC=CC1)O 2-(3,4-dichlorophenyl)-N-[(2S)-2-hydroxy-2-(3-pyridyl)ethyl]-N-(oxetan-3-yl)acetamide